C1(=CC=CC=C1)C1=CC=CC(=N1)C=1C=C(C=CC1)C1=CC(=NC(=C1)N1C2=CC=C(C=C2C=2C=C(C=CC12)N(C1=CC=CC=C1)C1=CC=CC=C1)N(C1=CC=CC=C1)C1=CC=CC=C1)N1C2=CC=C(C=C2C=2C=C(C=CC12)N(C1=CC=CC=C1)C1=CC=CC=C1)N(C1=CC=CC=C1)C1=CC=CC=C1 9,9'-(4-(3-(6-phenylpyridin-2-yl)phenyl)pyridine-2,6-diyl)bis(N3,N3,N6,N6-tetraphenyl-9H-carbazole-3,6-diamine)